5-(2-carbonylmethoxyvinyl)-uracil C(=O)=COC=CC=1C(NC(NC1)=O)=O